4-({5-[3-(aminomethyl)phenoxy]pentyl}amino)-2-(2,6-dioxopiperidin-3-yl)-2,3-dihydro-1H-isoindole-1,3-dione NCC=1C=C(OCCCCCNC2=C3C(N(C(C3=CC=C2)=O)C2C(NC(CC2)=O)=O)=O)C=CC1